1,1'-((decahydro-1,4:5,8-dimethanonaphthalene-2,6-diyl)bis(methylene))bis(3,4-dimethyl-1H-pyrrole-2,5-dione) C12C(CC(C3C4C(CC(C13)C4)CN4C(C(=C(C4=O)C)C)=O)C2)CN2C(C(=C(C2=O)C)C)=O